C1(CC1)C1=NC=NC(=C1C=1N=C(C2=C(N1)CCN(C2)C#N)NC(C)C2=CC=C(C=C2)C=2N(C=C(N2)C(F)(F)F)C(C)C)OC 2-(4-cyclopropyl-6-methoxypyrimidin-5-yl)-4-((1-(4-(1-isopropyl-4-(trifluoro-methyl)-1H-imidazol-2-yl)phenyl)ethyl)amino)-7,8-dihydropyrido[4,3-d]pyrimidine-6(5H)-carbonitrile